(1S,2'S,6'S)-7-chloro-2'-methyl-6'-(1-methyl-1H-1,2,3-triazol-4-yl)spiro[isochromane-1,4'-piperidin]-4-one ClC1=CC=C2C(CO[C@]3(C[C@@H](N[C@@H](C3)C=3N=NN(C3)C)C)C2=C1)=O